4-amino-2-(3-methylpyrazol-1-yl)benzoic acid NC1=CC(=C(C(=O)O)C=C1)N1N=C(C=C1)C